(2,6-dibromo-1,4-phenylene) ether BrC1=C2C(=CC(=C1)O2)Br